N-[2-(7-cyclohexyl-6-imino-13-methyl-2-oxo-1,7,9-triazatricyclo[8.4.0.03,8]tetradeca-3(8),4,9,11,13-pentaen-5-yl)-4-phenyl-1,3-thiazol-5-yl]-4-methoxybenzamide C1(CCCCC1)N1C(C(=CC=2C(N3C=C(C=CC3=NC12)C)=O)C=1SC(=C(N1)C1=CC=CC=C1)NC(C1=CC=C(C=C1)OC)=O)=N